2-Ethynyl-N-(4-(1-methyl-1H-indol-4-yl)phenethyl)thiazole-4-carboxamide tert-butyl-((8-bromochroman-4-yl)methyl)(methyl)carbamate C(C)(C)(C)OC(N(C)CC1CCOC2=C(C=CC=C12)Br)=O.C(#C)C=1SC=C(N1)C(=O)NCCC1=CC=C(C=C1)C1=C2C=CN(C2=CC=C1)C